COC(OC)[SiH2]C1=C(C=CC=C1)C=C Dimethoxymethyl-(2-vinylphenyl)silane